[2-[2-(2-chloro-4-nitrophenyl)ethoxy]ethyl](methyl)amine ClC1=C(C=CC(=C1)[N+](=O)[O-])CCOCCNC